N-(3-Chloro-4-fluorophenyl)-10-methyl-11-oxo-8-(1H-pyrazol-3-yl)-3,4,8,9,10,11-hexahydro-1H-pyrido[4',3':3,4]pyrazolo[1,5-a][1,4]diazepine-2(7H)-carboxamide ClC=1C=C(C=CC1F)NC(=O)N1CC=2C(=NN3C2C(N(CC(C3)C3=NNC=C3)C)=O)CC1